BrC1=CC2=C(C=N1)NC=1C2=NC=C(C1Cl)C(=O)O 8-bromo-4-chloro-5H-pyrrolo[3,2-b:5,4-c']dipyridine-3-carboxylic acid